Phenyl (2S,3S)-3-((tert-butoxycarbonyl)amino)-3-(4-chlorophenyl)-2-methylpropanoate C(C)(C)(C)OC(=O)N[C@@H]([C@@H](C(=O)OC1=CC=CC=C1)C)C1=CC=C(C=C1)Cl